1-phenyl-2-butanone C1(=CC=CC=C1)CC(CC)=O